4,6-difluoro-1,3-benzoxazole FC1=CC(=CC2=C1N=CO2)F